CC=1N=NN(N1)CC(=O)OC methyl (5-methyl-2H-tetrazol-2-yl)acetate